6-methyl-1,2,3-oxathiazine-4(3H)-one 2,2-dioxide CC1=CC(NS(O1)(=O)=O)=O